FC1([C@@H](O[C@@H]([C@H]1O)CO)N1C(=O)N=C(N)C=C1)F 2'-Deoxy-2',2'-difluorocytidine